(E)-3-ethoxy-4-((4-methylhept-3-en-1-yl)oxy)benzaldehyde C(C)OC=1C=C(C=O)C=CC1OCC\C=C(\CCC)/C